ClC=1C=2N(C=C(C1)C(=O)N1C[C@@H](CCC1)N)N=C(C2C)C2=CC=1C(=NC(=CC1)C=1C=C3C=NNC3=CC1)N2CC2CC2 (3R)-1-{4-chloro-2-[1-(Cyclopropylmethyl)-6-(1H-indazol-5-yl)-1H-pyrrolo[2,3-b]pyridin-2-yl]-3-methylpyrazolo[1,5-a]pyridine-6-carbonyl}piperidin-3-amine